CN1N=CC2=CC(=C(C=C12)OC1=CC=C(C=C1)N1CC=2N(CC1)N=C(C2)C)C(=O)N 1-methyl-6-[4-(2-methyl-6,7-dihydro-4H-pyrazolo[1,5-a]pyrazin-5-yl)phenoxy]indazole-5-carboxamide